O=C1C(=NN(C2=CC=CC(=C12)C=C)C1=CC=C(C=C1)OC(F)(F)F)C(=O)OCC ethyl 4-oxo-1-[4-(trifluoromethoxy)phenyl]-5-vinyl-cinnoline-3-carboxylate